CN(S(=O)(=O)C1=CC(=CC=C1)C(=O)N1CC2(C3=CC(=CC=C13)NS(=O)(=O)C)CCCCC2)C N,N-dimethyl-3-(5'-(methylsulfonylamino)spiro[cyclohexane-1,3'-indoline]-1'-carbonyl)benzenesulfonamide